ClC=1C=CC(=C(C=O)C1)C=1C(=NC(=NC1)Cl)C 5-chloro-2-(2-chloro-4-methylpyrimidin-5-yl)benzaldehyde